[C@@H]1([C@H](O)[C@H](O)[C@@H](O)[C@@H](O1)C)O[C@@H](C=O)[C@H](O)[C@H](O)[C@@H](O)C 6-Deoxy-2-O-α-L-rhamnopyranosyl-L-talose